2-(hydroxymethyl)-6-phenylethoxy-tetrahydro-2H-pyran-3,4,5-triol OCC1OC(C(C(C1O)O)O)OCCC1=CC=CC=C1